O1C(CC1)CC1=C(C(=O)N)C=CC=C1 (oxetan-2-ylmethyl)benzamide